ClC1=C(C=CC(=C1)Cl)S(=O)(=O)N1CC(C1)(CNCC1COC1)COC1=CC(=C(C#N)C=C1)F 4-((1-((2,4-Dichlorophenyl)sulfonyl)-3-(((oxetan-3-ylmethyl)amino)methyl)azetidin-3-yl)methoxy)-2-fluorobenzonitrile